4-(5-hydroxy-6-methoxybenzo[b]selenophene-2-carbonyl)-2-methylene-4-oxobutanoic acid ethyl ester C(C)OC(C(CC(=O)C(=O)C1=CC2=C([Se]1)C=C(C(=C2)O)OC)=C)=O